CC1=CN=C(N1)C1CCN(CC1)C(=O)C1=CC=C(C=C1)C1=CC=C(C=C1)C(F)(F)F (4-(5-methyl-1H-imidazol-2-yl)piperidin-1-yl)(4'-(trifluoromethyl)-[1,1'-biphenyl]-4-yl)methanone